ClC1=C(C=CC=C1)C1=C(C=CC(=C1)C=C)S(=O)(=O)N1CCC(CC1)(C(=O)OCC)F Ethyl 1-[2-(2-chlorophenyl)-4-vinyl-phenyl]sulfonyl-4-fluoro-piperidine-4-carboxylate